Imino(4-((4-(isoindolin-2-ylmethyl)-2-(methylsulfonyl)phenoxy)methyl)phenyl)-(methyl)-λ6-sulfanone N=S(=O)(C)C1=CC=C(C=C1)COC1=C(C=C(C=C1)CN1CC2=CC=CC=C2C1)S(=O)(=O)C